BrC1=CC=CC(=N1)C(C(F)(F)F)=O 1-(6-bromopyridin-2-yl)-2,2,2-trifluoroethan-1-one